CN(C/C=C/C(=O)NC1CN(C2=CC=CC=C2C1)C1=CC=C(C=C1)C(F)(F)F)C (E)-4-(dimethylamino)-N-(1-(4-(trifluoromethyl)-phenyl)-1,2,3,4-tetrahydro-quinolin-3-yl)but-2-enamide